(4R)-3-(9H-fluoren-9-yl-methoxycarbonyl)-1,3-thiazolidin-4-carboxylic acid C1=CC=CC=2C3=CC=CC=C3C(C12)COC(=O)N1CSC[C@H]1C(=O)O